O=C1NC2(CCN(C2)C#N)C(NC1C1=CC=CC=C1)=O 7,10-dioxo-8-phenyl-2,6,9-triazaspiro[4.5]decane-2-carbonitrile